C(CCCCCCCCCCC)C(=S)SSC(C(=O)O)C 2-(dodecyl-thiocarbonylthiothio)propionic acid